ClC1=C(C=CC=C1NC(=O)C=1N(C2=C(CN(CC2)C)N1)C)C1=C(C(=CC=C1)C1=NC(=C(C=C1)CN1CC(C1)(C)F)OC)Cl N-(2,2'-dichloro-3'-(5-((3-fluoro-3-methylazetidin-1-yl)methyl)-6-methoxypyridin-2-yl)-[1,1'-biphenyl]-3-yl)-1,5-dimethyl-4,5,6,7-tetrahydro-1H-imidazo[4,5-c]pyridine-2-carboxamide